(R)-2-(trifluoromethyl)piperazine dihydrochloride Cl.Cl.FC([C@@H]1NCCNC1)(F)F